NC=1C=C(C=CC1)C1=NC=C(C=N1)COC=1C=CC(=C(C(=O)O)C1)O 5-((2-(3-Aminophenyl)pyrimidin-5-yl)methoxy)-2-hydroxybenzoic acid